(S)-1-chloro-3-(4-(2-(4-((R)-2-hydroxy-3-(1H-imidazol-1-yl)propoxy)phenyl)propan-2-yl)phenoxy)propan-2-ol ClC[C@H](COC1=CC=C(C=C1)C(C)(C)C1=CC=C(C=C1)OC[C@@H](CN1C=NC=C1)O)O